NC(C(=O)O)(CO)C 2-amino-2-methyl-3-hydroxypropanoic acid